ClC=1C(=NC=CC1SC=1N=CC(=NC1)N1CCC(CC1)(C)CNC(OC(C)(C)C)=O)NC1CCNCC1 tert-butyl ((1-(5-((3-chloro-2-(piperidin-4-ylamino)pyridin-4-yl)thio)pyrazin-2-yl)-4-methylpiperidin-4-yl)methyl)carbamate